2-(2-((5-(3-(aminomethyl)phenyl)-7-cyclopropyl-2-methylbenzofuran-3-yl)methoxy)-4-methoxyphenyl)acetic acid NCC=1C=C(C=CC1)C=1C=C(C2=C(C(=C(O2)C)COC2=C(C=CC(=C2)OC)CC(=O)O)C1)C1CC1